FC1=C(C=CC=C1S(=O)(=O)C)NC1=NC=C(C(=N1)C1=CNC2=C(C=CC=C12)NC([C@@H](C)N1CCN(CC1)C)=O)C (R)-N-(3-(2-(2-fluoro-3-(methylsulfonyl)phenylamino)-5-methylpyrimidin-4-yl)-1H-indol-7-yl)-2-(4-methylpiperazin-1-yl)propionamide